ClC=1C(=NC(=NC1)NC(=O)N1CCCC2=CC(=C(N=C12)C=O)CO)OC(COC)C N-(5-chloro-4-((1-methoxyprop-2-yl)oxy)pyrimidin-2-yl)-7-formyl-6-(hydroxymethyl)-3,4-dihydro-1,8-naphthyridine-1(2H)-carboxamide